C(C)OC(C(=CN(C)C)C(=O)C1CC1)=O ethyl-2-[(Z)-cyclopropanecarbonyl]-3-(dimethylamino)prop-2-enoate